C(C1=CC=CC=C1)C1=CN=C(S1)C(CN1C(C=CC(=C1)C=C)=O)=O 1-(2-(5-benzylthiazol-2-yl)-2-oxoethyl)-5-vinylpyridin-2(1H)-one